N-(4-(3-amino-1H-indazole-6-yl)-3-fluorophenyl)-4-ethoxy-1-(4-fluorophenyl)-2-oxo-1,2-dihydropyridine-3-carboxamide NC1=NNC2=CC(=CC=C12)C1=C(C=C(C=C1)NC(=O)C=1C(N(C=CC1OCC)C1=CC=C(C=C1)F)=O)F